N1=CC=C(C=C1)CC(=O)[O-] 2-(pyridin-4-yl)acetate